IC1=C(C=CC=C1)C#CC1=C(N(C)C)C=CC(=C1)C 2-((2-iodophenyl)ethynyl)-N,N,4-trimethylaniline